ClC=1C=C(C=CC1F)C=1NC=C(N1)C 2-(3-chloro-4-fluorophenyl)-4-methyl-1H-imidazole